trifluoro-N-methyl-N-(4-nitrophenyl)acetamide Methyl-1-(1-(3-(2,4-difluorophenyl)-4-oxo-3,4-dihydrophthalazin-1-yl)piperidin-3-yl)cyclopropan-1-carboxylate COC(=O)C1(CC1)C1CN(CCC1)C1=NN(C(C2=CC=CC=C12)=O)C1=C(C=C(C=C1)F)F.FC(C(=O)N(C1=CC=C(C=C1)[N+](=O)[O-])C)(F)F